FC(C(=O)O)(F)F.COC=1C(=CC2=CN(N=C2C1)CC1COCC1)C(=O)NC1=NC(=CC=C1)OC 6-methoxy-N-(6-methoxypyridin-2-yl)-2-((tetrahydrofuran-3-yl)methyl)-2H-indazole-5-carboxamide trifluoroacetate salt